(R)-(4-((1R,3R)-2-(2-fluoro-2-methylpropyl)-3-methyl-2,3,4,9-tetrahydro-1H-pyrido[3,4-b]indol-1-yl)phenyl)(1-(3-fluoropropyl)azetidin-3-yl)methanol FC(CN1[C@@H](C=2NC3=CC=CC=C3C2C[C@H]1C)C1=CC=C(C=C1)[C@H](O)C1CN(C1)CCCF)(C)C